pyrazolo[1,5-a]Pyridin-7-ylmethylamine N1=CC=C2N1C(=CC=C2)CN